NC1=CC=C(C=C2C(CCC2)=O)C=C1 2-(4-aminobenzylidene)cyclopentanone